(2R,4S)-2-[1-(3,3-difluorocyclobutyl)-6-keto-3-pyridyl]tetrahydropyran FC1(CC(C1)N1C=C(C=CC1=O)[C@@H]1OCCCC1)F